2-(butylsulfinyl)-4-(1-methyl-1H-imidazol-2-yl)-6-(thiazol-2-yl)thieno[2,3-b]pyridin-3-amine C(CCC)S(=O)C1=C(C=2C(=NC(=CC2C=2N(C=CN2)C)C=2SC=CN2)S1)N